ClC1=C(C=CC=C1)C(=C)NC(C)=O N-(1-(2-chlorophenyl)ethenyl)acetamide